C(C1=CC=CC=C1)OC(NC[C@@H](CN)C)=O.COC(\C=C\CN(CCOCCOCCOCCOCCOS(=O)(=O)C1=CC=C(C=C1)C)C)=O.N(C1=CC=CC=C1)C=1SC=CN1 anilinothiazole methyl-(E)-4-[methyl-[2-[2-[2-[2-[2-(p-tolylsulfonyloxy)ethoxy]ethoxy]ethoxy]ethoxy]ethyl]amino]but-2-enoate benzyl-(R)-3-amino-2-methylpropylcarbamate